(4-methyl-1,2-oxazol-3-yl)methanesulfonyl chloride CC=1C(=NOC1)CS(=O)(=O)Cl